The molecule is a member of the class of guanidines that is guanidine in which one of the amino groups is substituted by a dodecyl group. It is used (generally as its acetate salt, known as dodine) as a agrochemical fungicide. It has a role as an antibacterial agent and an antifungal agrochemical. It is a member of guanidines and an aliphatic nitrogen antifungal agent. It contains a dodecyl group and a guanidino group. It is a conjugate base of a 1-dodecylguanidine(1+). CCCCCCCCCCCCN=C(N)N